(2-((2S,3R)-3-((tert-butyldimethylsilyl)oxy)-2-(cyclopentyloxy)-3-(3,5-dimethoxy-4-methylphenyl)propyl)-5-methylthiazol-4-yl)acetic acid [Si](C)(C)(C(C)(C)C)O[C@@H]([C@H](CC=1SC(=C(N1)CC(=O)O)C)OC1CCCC1)C1=CC(=C(C(=C1)OC)C)OC